((3s,4s)-4-methoxypyrrolidin-3-yl)-carbamic acid tert-butyl ester C(C)(C)(C)OC(N[C@H]1CNC[C@@H]1OC)=O